3-(2-tosylhydrazono)bicyclo[3.1.0]Hexane-6-carboxylic acid ethyl ester C(C)OC(=O)C1C2CC(CC12)=NNS(=O)(=O)C1=CC=C(C)C=C1